(S)-1-(5-chloro-2-((5-cyanopyridin-3-yl)methoxy)-4-((3-(2-(4-(diethylamino)cyclohexyl)benzo[d]Oxazol-5-yl)-2-methylbenzyl)oxy)benzyl)piperidine-2-carboxylic acid ClC=1C(=CC(=C(CN2[C@@H](CCCC2)C(=O)O)C1)OCC=1C=NC=C(C1)C#N)OCC1=C(C(=CC=C1)C=1C=CC2=C(N=C(O2)C2CCC(CC2)N(CC)CC)C1)C